Cl.C1CCCC12CCC(CC2)N spiro[4.5]decan-8-amine-HCl